4-(para-hydroxyphenyl)-2-butanone OC1=CC=C(C=C1)CCC(C)=O